C1=CC=CC=2C3=CC=CC=C3C(C12)COC(=O)N[C@H](C(=O)O)CC1=CN(C2=C3C(=CC=C12)C=CC=C3)C(=O)OC(C)(C)C (S)-2-((((9H-fluoren-9-yl)methoxy)carbonyl)amino)-3-(1-(tert-butoxycarbonyl)-1H-benzo[g]indol-3-yl)propanoic acid